FC(F)(F)C1CCN2C(N=CC3=CC=CC(=C23)S1)=O (trifluoromethyl)-3,4-dihydro-2H,6H-[1,4]thiazepino[2,3,4-ij]quinazolin-6-one